6-[4-(Fluoromethyl)phenyl]-N-[(2S)-3-hydroxy-3-methylbutan-2-yl]-3-oxo-2-(pyridin-3-yl)-2,3-dihydropyridazine-4-carboxamide FCC1=CC=C(C=C1)C=1C=C(C(N(N1)C=1C=NC=CC1)=O)C(=O)N[C@@H](C)C(C)(C)O